2-Bromo-N-(3-chlorobicyclo[1.1.1]pentan-1-yl)acetamide BrCC(=O)NC12CC(C1)(C2)Cl